C(C)OC(=O)C1(CC(=NO1)C1=C(C=CC(=C1)N=C=O)Cl)C 3-(2-chloro-5-isocyanato-phenyl)-5-methyl-4H-isoxazole-5-carboxylic acid ethyl ester